COC1=CC=C(C=C1)CN(C1=NC=CC=C1[C@@H](C)N([S@@](=O)C(C)(C)C)C)CC1=CC=C(C=C1)OC (S)-N-[(1R)-1-[2-[bis[(4-methoxyphenyl)methyl]amino]-3-pyridyl]ethyl]-N,2-dimethyl-propane-2-sulfinamide